1-(8-amino-6-(5-amino-4-methylpyridin-3-yl)-7-fluoroisoquinolin-3-yl)-3-methylurea NC=1C(=C(C=C2C=C(N=CC12)NC(=O)NC)C=1C=NC=C(C1C)N)F